ethyl 4-(4-(3-methyloxetan-3-yl)phenoxy)butanoate CC1(COC1)C1=CC=C(OCCCC(=O)OCC)C=C1